CC[C@@]12CCC[C@H]1[C@@H]1CC=C3C=CCC[C@@H]3[C@H]1C(C2)=C 18-methyl-11-methyleneestra-3,5-diene